C(C)S(=O)(=O)N1N=CC(=C1)N 1-(ethylsulfonyl)-1H-pyrazol-4-amine